N-[2-cyano-3-[3-[2-[1-[2-[4-[4-[(2,6-dioxo-3-piperidyl)amino]phenyl]-1-piperidyl]acetyl]-4-piperidyl]ethyl]-4-oxo-quinazolin-6-yl]oxy-4-fluoro-phenyl]cyclopentanesulfonamide C(#N)C1=C(C=CC(=C1OC=1C=C2C(N(C=NC2=CC1)CCC1CCN(CC1)C(CN1CCC(CC1)C1=CC=C(C=C1)NC1C(NC(CC1)=O)=O)=O)=O)F)NS(=O)(=O)C1CCCC1